N,N'-bis(1-naphthyl)-N,N'-diphenyl-4,4'-biphenyldiamine C1(=CC=CC2=CC=CC=C12)N(C1=CC=C(C=C1)C1=CC=C(C=C1)N(C1=CC=CC=C1)C1=CC=CC2=CC=CC=C12)C1=CC=CC=C1